N1=C(C=CC=C1)NC(=O)[C@@H]1CC12CCN(CC2)C(=O)OC(C(F)(F)F)C(F)(F)F |o1:9| 1,1,1,3,3,3-hexafluoropropan-2-yl (R or S)-1-(pyridin-2-ylcarbamoyl)-6-azaspiro[2.5]octane-6-carboxylate